(S)-2-(3-(4-amino-7H-pyrrolo[2,3-d]pyrimidin-5-yl)benzylamino)-N-(1-(4-fluorophenyl)ethyl)nicotinamide NC=1C2=C(N=CN1)NC=C2C=2C=C(CNC1=C(C(=O)N[C@@H](C)C3=CC=C(C=C3)F)C=CC=N1)C=CC2